C(C)(C)(C)OC(=O)N1CC2N(CC1)CCN(C2)C2=NC(=C(C=C2)C2=CN(C(C(=C2)C)=O)C)CC.[N+](=O)([O-])C2=C(C=CC=C2)CC(=O)N 2-(2-nitrophenyl)acetamide tert-butyl-8-[5-(1,5-dimethyl-6-oxo-3-pyridyl)-6-ethyl-2-pyridyl]-3,4,6,7,9,9a-hexahydro-1H-pyrazino[1,2-a]pyrazine-2-carboxylate